BrC(CCCC(CSCC(=O)OC)(C)C)C1=CC(=CC=C1)Br methyl 2-((6-bromo-6-(3-bromophenyl)-2,2-dimethylhexyl)thio)acetate